6-chloro-3-{[(1R)-1-{9-methyl-5-phenyl-[1,2,4]triazolo[4,3-c]quinazolin-7-yl}ethyl]amino}pyridine-2-carboxylic acid ClC1=CC=C(C(=N1)C(=O)O)N[C@H](C)C1=CC(=CC=2C=3N(C(=NC12)C1=CC=CC=C1)C=NN3)C